ClC1=NC=NN1CC1=CC=C(C=C1)C=C 5-chloro-1-(4-vinylbenzyl)-1H-1,2,4-triazole